C1(CC1)CC=1N(C(=CC1C=1SC=C(N1)C(=O)O)C1=CC(=CC=C1)C=1N=C(SC1)C)CC1=CC(=C(C=C1)S(N)(=O)=O)F 2-(2-(cyclopropylmethyl)-1-(3-fluoro-4-sulfamoylbenzyl)-5-(3-(2-methylthiazol-4-yl)phenyl)-1H-pyrrol-3-yl)thiazole-4-carboxylic acid